2-(2-fluoro-4-(pyrrolidin-2-yl)phenyl)-N-(tetrahydro-2H-pyran-4-yl)benzo[d]imidazo[2,1-b]thiazole-7-carboxamide dihydrochloride Cl.Cl.FC1=C(C=CC(=C1)C1NCCC1)C=1N=C2SC3=C(N2C1)C=CC(=C3)C(=O)NC3CCOCC3